NC1=CC(=C2NCC(CCCCC(C3=NN=C(C1=N2)O3)(O)C(F)(F)F)(C)C)C(F)(F)F 17-Amino-11,11-dimethyl-6,15-bis(trifluoromethyl)-19-oxa-3,4,13,18-tetrazatricyclo[12.3.1.12,5]nonadeca-1(18),2,4,14,16-pentaen-6-ol